NS(=O)(=O)O mono-aminosulfonic acid